CN(CCN(CCN(CCN(CCN)C)C)C)C N,N,N',N'',N'''-pentamethyltetraethylenepentamine